hafnium n-propoxide [O-]CCC.[Hf+4].[O-]CCC.[O-]CCC.[O-]CCC